COC1(CC1(C(=O)OC(C)C)C(=O)[O-])OC isopropyl 3,3-dimethoxycyclopropane-1,1-dicarboxylate